(R)-N-tert-butyloxycarbonyl-3-aminopyrrole C(C)(C)(C)OC(=O)N1C=C(C=C1)N